2-(m-tolyl)-4,5-dihydro-oxazol-4-ol C1(=CC(=CC=C1)C=1OCC(N1)O)C